4-(4-(4-(4-Hydroxybutoxy)-2-methylphenyl)piperidin-1-yl)-2-(trifluoromethyl)benzonitrile OCCCCOC1=CC(=C(C=C1)C1CCN(CC1)C1=CC(=C(C#N)C=C1)C(F)(F)F)C